C(C1=CC=CC=C1)OC1=NC(=CC=C1C1=CC(=C(C=C1)N1[C@H]2CN(C[C@H]2C1)C1=C(C=C(C=C1)Cl)F)F)OCC1=CC=CC=C1 (1S,5R)-6-(4-(2,6-bis(benzyloxy)pyridin-3-yl)-2-fluorophenyl)-3-(4-chloro-2-fluorophenyl)-3,6-diazabicyclo[3.2.0]heptane